C(N1N=C(C(=C1)C(=O)OC)NC1=CC=C(C=C1)C(F)(F)F)([2H])([2H])[2H] methyl 1-(methyl-d3)-3-((4-(trifluoromethyl)phenyl)amino)-1H-pyrazole-4-carboxylate